1,4-bis(trimethylsiloxy)benzene tert-Butyl-(2S,4R)-4-(5-(2-chloro-5-(trifluoromethyl)phenyl)-1,3,4-oxadiazole-2-carboxamido)-2-(methoxymethyl)pyrrolidine-1-carboxylate C(C)(C)(C)OC(=O)N1[C@@H](C[C@H](C1)NC(=O)C=1OC(=NN1)C1=C(C=CC(=C1)C(F)(F)F)Cl)COC.C[Si](OC1=CC=C(C=C1)O[Si](C)(C)C)(C)C